COC=1C=CC(=NC1)NC(=O)[C@@H]1[C@H](CC1)N1C(C=2N(C3=CC=CC=C13)C=CC2)=O |r| (1SR,2SR)-N-(5-Methoxypyridin-2-yl)-2-{4-oxo-4H,5H-pyrrolo[1,2-a]quinoxalin-5-yl}cyclobutane-1-carboxamide